F[C@H]1[C@@H](C1)C(=O)N1C2CN(CC1CC2)C=2C=1N(N=CC2)C=C(C1)C1COCC1 ((1S,2R)-2-fluorocyclopropyl)(3-(6-(tetrahydrofuran-3-yl)pyrrolo[1,2-b]pyridazin-4-yl)-3,8-diazabicyclo[3.2.1]oct-8-yl)methanone